C(C)(C)(C)C1=NOC(=N1)C(=O)NCC1=C(C=C(C=C1)C1=C2C(=NC=C1)NC(=N2)C=2C=NN(C2)C)C(F)(F)F 3-(tert-Butyl)-N-(4-(2-(1-methyl-1H-pyrazol-4-yl)-3H-imidazo[4,5-b]pyridin-7-yl)-2-(trifluoromethyl)benzyl)-1,2,4-oxadiazole-5-carboxamide